NC1=C(C(=C(C=N1)SC=1C=CC=2C(=NC=C(N2)N2CCC3(CC2)[C@@H](C2=CC=CC=C2C3)N)N1)Cl)Cl (S)-1'-(6-((6-amino-4,5-dichloropyridin-3-yl)thio)pyrido[2,3-b]pyrazin-2-yl)-1,3-dihydrospiro[indene-2,4'-piperidine]-1-amine